CS(=O)(=O)OC[C@H]1CN(CCO1)C(=O)OCC1=CC=CC=C1 Benzyl (2R)-2-(methylsulfonyloxymethyl)morpholine-4-carboxylate